tert-butyl (1R,5S,6r)-6-(cyclohexylcarbamothioyl)-3-azabicyclo[3.1.0]hexane-3-carboxylate C1(CCCCC1)NC(=S)C1[C@H]2CN(C[C@@H]12)C(=O)OC(C)(C)C